ClC1=C(C=CC(=C1)C(F)(F)F)NC(CN1C=2N(C(C(=C1CC)N1CCNCC1)=O)N=C(N2)N2C[C@@H](CCC2)F)=O |r| Rac-N-(2-chloro-4-(trifluoromethyl)phenyl)-2-(5-ethyl-2-(3-fluoropiperidin-1-yl)-7-oxo-6-(piperazin-1-yl)-[1,2,4]triazolo[1,5-a]pyrimidin-4(7H)-yl)acetamide